2-(4,4-difluoro-6-(methyl-d3)cyclohex-1-en-1-yl)-4-(2,5-difluorophenyl)pyridin-3-amine FC1(CC=C(C(C1)C([2H])([2H])[2H])C1=NC=CC(=C1N)C1=C(C=CC(=C1)F)F)F